CC=1C(C=CC(C1)=O)=O methyl-p-benzoquinone